N-(3-(1-(3-(trimethoxysilyl)propyl)-1H-1,2,4-triazol-3-yl)propyl)propan-1-amine CO[Si](CCCN1N=C(N=C1)CCCNCCC)(OC)OC